CC1(OC(C2=C(O1)C=C(C=C2B2OC(C(O2)(C)C)(C)C)C)=O)C 2,2,7-trimethyl-5-(4,4,5,5-tetramethyl-1,3,2-dioxaborolan-2-yl)-4H-benzo[d][1,3]Dioxin-4-one